4-((4-chloro-6-oxopyrimidin-1(6H)-yl)methyl)-4-hydroxy-3,3-dimethylpiperidine-1-carboxylic acid tert-butyl ester C(C)(C)(C)OC(=O)N1CC(C(CC1)(O)CN1C=NC(=CC1=O)Cl)(C)C